6-(1-methyl-1H-pyrazol-4-yl)pyrazolo[1,5-a]pyridin-3-amine CN1N=CC(=C1)C=1C=CC=2N(C1)N=CC2N